octahydro-1H-pyrrolo[2,3-c]pyridine-1-carboxylate N1(CCC2C1CNCC2)C(=O)[O-]